CNC=1C(=NOC1C)C N,3,5-trimethyl-1,2-oxazol-4-amine